C(C)(C)(C)OC(=O)N1CC2(CC(C2)C#C)CC1 2-ethynyl-6-azaspiro[3.4]octane-6-carboxylic acid tert-butyl ester